C1(CCCC1)NCCC 3-(cyclopentylamino)propane